2-((2-(3-(tert-butoxycarbonyl)-4-methoxyphenyl)allyl)oxy)-3-methoxy-2-(methoxycarbonyl)-N,N,N-trimethyl-3-oxopropan-1-aminium C(C)(C)(C)OC(=O)C=1C=C(C=CC1OC)C(COC(C[N+](C)(C)C)(C(=O)OC)C(=O)OC)=C